N-(4-chlorobenzyl)-7-((1-((2-methylbut-3-en-2-yl)sulfonyl)cyclopropyl)methyl)-8-oxo-5,6,7,8-tetrahydroimidazo[1,5-a]pyrazine-3-carboxamide ClC1=CC=C(CNC(=O)C2=NC=C3N2CCN(C3=O)CC3(CC3)S(=O)(=O)C(C)(C=C)C)C=C1